Ethyl 2-[4,6-dimethyl-3-(trifluoromethyl)-2H,4H,5H,6H-cyclopenta[c]pyrazol-2-yl]acetate Ethyl-2-hydrazinoacetate hydrochloride Cl.C(C)OC(CNN)=O.CC1CC(C2=NN(C(=C21)C(F)(F)F)CC(=O)OCC)C